N,N,N',N'-Tetramethyl-O-(1H-benzotriazol-1-yl)-uronium hexafluoro-phosphate F[P-](F)(F)(F)(F)F.C[N+](=C(ON1N=NC2=C1C=CC=C2)N(C)C)C